methyl 5'-chloro-2',4-dioxo-1',2'-dihydrospiro[cyclohexane-1,3'-pyrrolo[3,2-b]pyridine]-3-carboxylate ClC1=CC=C2C(=N1)C1(C(N2)=O)CC(C(CC1)=O)C(=O)OC